methyl-2-(2,4,8-trimethyl-1,3-dioxo-1,2,3,4-tetrahydroisoquinolin-4-yl)acetate COC(CC1(C(N(C(C2=C(C=CC=C12)C)=O)C)=O)C)=O